C1(CC1)N(C1=C(C(=NC=N1)NCC1=CC=C(C=C1)CC(=O)N)F)CC=1C=NN(C1)C 2-[4-[[[6-[cyclopropyl-[(1-methylpyrazol-4-yl)methyl]amino]-5-fluoro-pyrimidin-4-yl]amino]methyl]phenyl]acetamide